(+/-)-methyl (1S,3S)-3-(4-(5-(((benzyl(methyl)carbamoyl)oxy)methyl)-1-methyl-1H-pyrazol-4-yl)phenoxy)cyclohexane-1-carboxylate C(C1=CC=CC=C1)N(C(=O)OCC1=C(C=NN1C)C1=CC=C(O[C@@H]2C[C@H](CCC2)C(=O)OC)C=C1)C |r|